CNC(C([C@H](C[C@H]1C(NCC1)=O)NC(C1=CC=CC=C1)=O)=O)=O N-[(1S)-3-(methylamino)-2,3-dioxo-1-[[(3S)-2-oxopyrrolidin-3-yl]methyl]propyl]benzamide